N-methyl-N-(4-fluoro-3-(1H-imidazo[4,5-b]pyridin-7-yl)-5-(1,3,5-trimethyl-1H-pyrazol-4-yl)phenyl)ethane-sulfonamide CN(S(=O)(=O)CC)C1=CC(=C(C(=C1)C=1C(=NN(C1C)C)C)F)C1=C2C(=NC=C1)N=CN2